BrC1=CC=C(C=C1)C1(C=CC(O1)=O)CCC1=CC=NC=C1 5-(4-bromophenyl)-5-(2-(pyridin-4-yl)ethyl)furan-2(5H)-one